N,N-dimethyl-3-piperazin-1-yl-propan-1-amine CN(CCCN1CCNCC1)C